ClC=1C=CC(=C(C1)C1=NNC=C1NC(=O)C=1C=NN2C1N=C(C=C2)OC)OC(F)F N-(3-(5-chloro-2-(difluoromethoxy)phenyl)-1H-pyrazol-4-yl)-5-methoxypyrazolo[1,5-a]pyrimidine-3-carboxamide